10-Oxo-10,11-dihydro-5H-dibenzo[b,f]azepine-5-carboxamide O=C1CC2=C(N(C3=C1C=CC=C3)C(=O)N)C=CC=C2